C(CCC)N1C(C2C34C5CC(=CCC5C(C2C1)C4)C3)=O 4-(n-butyl)-4-aza-pentacyclo[9.2.1.11,7.02,6.08,13]-10-pentadecene-3-one